CC(CC(=O)O)(C)C1=CC2=C(C=C1)OCO2 3-methyl-3-(3,4-methylenedioxyphenyl)butanoic acid